6-(4-fluorophenyl)-N-methyl-4-((1-(5-methyl-1,3,4-oxadiazol-2-yl)ethyl)amino)quinazoline-8-sulfonamide FC1=CC=C(C=C1)C=1C=C2C(=NC=NC2=C(C1)S(=O)(=O)NC)NC(C)C=1OC(=NN1)C